1,4-DIHYDRO-2-METHYLBENZOIC ACID CC=1C(C(=O)O)C=CCC1